NC1=NC=CC2=C(C=CC=C12)NCC12CCOC(C1)C2 5-(((1-aminoisoquinolin-5-yl)amino)methyl)-2-oxabicyclo[3.1.1]heptan